FC(C)(F)C1=CC(=CC(=N1)N1CC2(C=3C=NC(=CC31)NC(C)=O)CC2)OCCOC N-(1'-(6-(1,1-difluoroethyl)-4-(2-methoxyethoxy)pyridin-2-yl)-1',2'-dihydrospiro[cyclopropane-1,3'-pyrrolo[3,2-c]pyridin]-6'-yl)acetamide